perfluorotetradecyl-trichlorosilane FC(C(C(C(C(C(C(C(C(C(C(C(C(C(F)(F)F)(F)F)(F)F)(F)F)(F)F)(F)F)(F)F)(F)F)(F)F)(F)F)(F)F)(F)F)(F)F)([Si](Cl)(Cl)Cl)F